4-[(4-hydroxy-3-pyridyl)sulfonimidoyl]benzoic Acid OC1=C(C=NC=C1)S(=O)(=N)C1=CC=C(C(=O)O)C=C1